C(C)(C)(C)OC(=O)N1CC2(C1)CN(C2)CCOC=2C=C1C(N(C(C1=CC2)=O)C2C(NC(CC2)=O)=O)=O.C(C)(=O)OCC(COC(C)=O)OCOC(C)=O 1,3-diacetoxy-2-acetoxymethoxypropane tert-butyl-6-[2-[2-(2,6-dioxo-3-piperidinyl)-1,3-dioxo-isoindolin-5-yl]oxyethyl]-2,6-diazaspiro[3.3]heptane-2-carboxylate